ClC1=C(C=CC=C1)[C@H]1[C@H](CN(C1)C1CC1)C(=O)N1CC[C@](CCC1)(C(=O)N[C@H](C)\C=C/S(=O)(=O)C)F (R)-1-((3R,4R)-4-(2-chlorophenyl)-1-cyclopropylpyrrolidine-3-carbonyl)-4-fluoro-N-((R,Z)-4-(methylsulfonyl)but-3-en-2-yl)azepane-4-carboxamide